CCCCCCCCCCCCCCCCCCCCCCCCCCC/C=C/C(=O)SCCNC(=O)CCNC(=O)[C@@H](C(C)(C)COP(=O)(O)OP(=O)(O)OC[C@@H]1[C@H]([C@H]([C@@H](O1)N2C=NC3=C(N=CN=C32)N)O)OP(=O)(O)O)O The molecule is an ultra-long-chain fatty acyl-CoA that results from the formal condensation of the thiol group of coenzyme A with the carboxy group of trans-2-triacontenoic acid. It is a trans-2-enoyl-CoA, a monounsaturated fatty acyl-CoA and an ultra-long-chain fatty acyl-CoA. It is a conjugate acid of a trans-2-triacontenoyl-CoA(4-).